ClC=1C(=NC(=C(N1)I)CCCOC)N1CCC(CC1)C#N 1-(3-chloro-5-iodo-6-(3-methoxypropyl)pyrazin-2-yl)piperidine-4-carbonitrile